ClC1=NC=C(C(=N1)C=1C=NN(C1)C(C(C)=O)C)C(F)(F)F 3-(4-(2-chloro-5-(trifluoromethyl)pyrimidin-4-yl)-1H-pyrazol-1-yl)butan-2-one